NCCC(=O)N[C@@H](CC1=CN(C=N1)C)C(=O)O β-alanyl-1-methyl-L-histidine